C1(CC1)C1=CC(=NN1)C(=O)NC1=CC=C(C=C1)C1CNCCO1 5-cyclopropyl-N-(4-(morpholin-2-yl)phenyl)-1H-pyrazole-3-carboxamide